ClC1=C(C=CC=C1)[C@H]1CC[C@H](N1C(=O)C1=CC(=C(C=C1)C1=CC=CC=C1)C(F)(F)F)C(=O)O (2S,5R)-5-(2-chlorophenyl)-1-(2-(trifluoromethyl)-[1,1'-biphenyl]-4-carbonyl)pyrrolidine-2-carboxylic acid